(S)-(3-(1-amino-1,3-dihydrospiro[inden-2,4'-piperidin]-1'-yl)-6-(3-phenylprop-1-yn-1-yl)pyrazin-2-yl)methanol N[C@@H]1C2=CC=CC=C2CC12CCN(CC2)C=2C(=NC(=CN2)C#CCC2=CC=CC=C2)CO